glycerol tri(ethyl caproate) C(C)C(C(=O)OCC(OC(C(CCCC)CC)=O)COC(C(CCCC)CC)=O)CCCC